BrC1=NN(C(=C1)CC(C)C)C1=NN(C=C1)CC(F)(F)F 3-Bromo-5-isobutyl-1-[1-(2,2,2-trifluoroethyl)pyrazol-3-yl]pyrazole